CS(=O)CCNC=C1C(CC(CC1=O)C1=CC=CC=C1)=O 2-(((2-(methylsulfinyl)ethyl)amino)methylene)-5-phenylcyclohexane-1,3-dione